C(C=1C(O)=CC=CC1)=CC(C(N)=CC=1C(O)=CC=CC1)N bissalicylidene-1,2-propanediamine